4-bromo-1-(4-((2-(2,3-dihydrobenzo[b][1,4]dioxin-6-yl)pyrrolidin-1-yl)methyl)phenyl)-1H-pyrazole BrC=1C=NN(C1)C1=CC=C(C=C1)CN1C(CCC1)C1=CC2=C(OCCO2)C=C1